3-[(6,7-dichloro-2,2-dioxo-4,9-dihydro-1H-pyrrolo[3,2-h][2,1,3]benzothiadiazin-3-yl)methyl]benzonitrile ClC=1C2=C(C3=C(CN(S(N3)(=O)=O)CC=3C=C(C#N)C=CC3)C1)NC=C2Cl